2-(3-methylpyridin-2-yl)-1H-benzo[d]imidazole-5-carboximidamide dihydrochloride Cl.Cl.CC=1C(=NC=CC1)C1=NC2=C(N1)C=CC(=C2)C(N)=N